C(C=C)N(C=1C(=CC2=C(OCO2)C1)SC=1NC2=NC=NC(=C2N1)N)C 8-[[6-[allyl(methyl)amino]-1,3-benzodioxol-5-yl]sulfanyl]-9H-purin-6-amine